4-(oxazolylamino)cyclohexanone O1C(=NC=C1)NC1CCC(CC1)=O